ClC1=CC(=C2C(=N1)N(C=C2)CC(=O)NC)C=O (6-chloro-4-formyl-1H-pyrrolo[2,3-b]pyridin-1-yl)-N-methylacetamide